S1C=NC2=C1C=C(C=C2)C2=NCN(C=C2F)C2=NC=C(C=C2)CN2CCN(CC2)S(=O)(=O)C 4-(Benzothiazol-6-yl)-5-fluoro-N-(5-((4-(methylsulfonyl)piperazin-1-yl)methyl)pyridin-2-yl)pyrimidine